5-methoxy-4-((2-(4-(methoxycarbonyl)phenyl)-4-(2-methylthiophene-3-yl)piperidin-1-yl)methyl)-7-methyl-1H-indole-1-carboxylic acid tert-butyl ester C(C)(C)(C)OC(=O)N1C=CC2=C(C(=CC(=C12)C)OC)CN1C(CC(CC1)C1=C(SC=C1)C)C1=CC=C(C=C1)C(=O)OC